ethyl 4-bromo-7-[4-(trifluoromethoxy)phenyl]-3H-benzimidazole-5-carboxylate BrC1=C(C=C(C=2N=CNC21)C2=CC=C(C=C2)OC(F)(F)F)C(=O)OCC